Cl.N1=C(C=NC=C1)[C@H]1NOCC1 (3S)-3-Pyrazin-2-ylisoxazolidine hydrochloride salt